FC1=C(C#N)C=C(C=C1)N1C=C(C=2[C@@H](C(CCC12)F)O)C(F)(F)F 2-fluoro-5-((4S)-5-fluoro-4-hydroxy-3-(trifluoromethyl)-4,5,6,7-tetrahydro-1H-indol-1-yl)benzonitrile